Cl.C(#N)C=1N=C(N(C1)COCC[Si](C)(C)C)C(=O)NC=1C(=NC(=CC1)C1CC2CCC(C1)N2C(C)C)C2=CCC(CC2)(C)C 4-cyano-N-[2-(4,4-dimethylcyclohexen-1-yl)-6-(8-isopropyl-8-azabicyclo[3.2.1]octan-3-yl)-3-pyridyl]-1-(2-trimethylsilylethoxymethyl)imidazole-2-carboxamide, hydrochloride salt